(S)-3-((4-(5-(cyclopropyldifluoromethyl)-3-fluoro-2-(2H-tetrazol-5-yl)phenyl)-2-methylpiperazin-1-yl)methyl)pyridazine C1(CC1)C(C=1C=C(C(=C(C1)N1C[C@@H](N(CC1)CC=1N=NC=CC1)C)C=1N=NNN1)F)(F)F